[4-(4-fluorophenoxy)butanamido]acetic acid FC1=CC=C(OCCCC(=O)NCC(=O)O)C=C1